1-(3-((4-((3',4'-difluoro-4-methoxy-[1,1'-biphenyl]-3-yl)amino)-7-methoxyquinazolin-6-yl)oxy)azetidin-1-yl)prop-2-en-1-one FC=1C=C(C=CC1F)C1=CC(=C(C=C1)OC)NC1=NC=NC2=CC(=C(C=C12)OC1CN(C1)C(C=C)=O)OC